FC(C)(F)C1=NN(C(=C1C)C(=O)NC1=CC(=NC=C1)C(=O)N)CC1CC12CC2 4-(3-(1,1-difluoroethyl)-4-methyl-1-(spiro[2.2]pentan-1-ylmethyl)-1H-pyrazole-5-carboxamido)picolinamide